(4-(1H-tetrazol-5-yl)phenyl)boronic acid N1N=NN=C1C1=CC=C(C=C1)B(O)O